C(=O)(OB1OC(C(O1)=O)=O)OB1OC(C(O1)=O)=O carbonyldioxybis-1,3,2-dioxaborolan-4,5-dione